(1R,2S,5R)-5-methyl-2-(1-ethyl)-cyclohexanol C[C@@H]1CC[C@@H]([C@@H](C1)O)CC